4-(bromomethyl)-3-fluorobenzaldehyde BrCC1=C(C=C(C=O)C=C1)F